C(O)N(C(C)=O)CN(C(C)=O)CO N,N'-dimethylol-N,N'-methylenediacetic amide